C(C(C)C)N1C(C2=C(C(=C1)C=1C=C(C(=O)N(C)C)C=CC1)C=CN2)=O 3-(6-isobutyl-7-oxo-1H-pyrrolo[2,3-c]pyridin-4-yl)-N,N-dimethylbenzamide